C[C@H]1[C@H](C1)NC(C1=CC=CC=C1)=O |r| N-[(1S,2R)-(+/-)-2-methylcyclopropyl]Benzamide